[(Z)-1-methyl-3-oxo-but-1-enoxy]rhodium C/C(=C/C(C)=O)/O[Rh]